3,7-dibromoanthracene BrC=1C=CC2=CC3=CC(=CC=C3C=C2C1)Br